C(C)(C)(C)OC(=O)NC1CC(C=2C1=CC(=C1C=C(N=CC21)Cl)S(NCC(C)(C)F)(=O)=O)NC(OC(C)(C)C)=O tert-butyl N-[7-(tert-butoxycarbonylamino)-3-chloro-5-[(2-fluoro-2-methyl-propyl)sulfamoyl]-8,9-dihydro-7H-cyclopenta[h]isoquinolin-9-yl]carbamate